NC1=C(C(=NC(=N1)N1C[C@@]2(CCCCC[C@](C1)(C2N)C)C)C(=O)N)C2=C(C(=CC=C2)Cl)Cl 6-amino-5-(2,3-dichlorophenyl)-2-[(1R,7S,11s)-11-amino-1,7-dimethyl-9-azabicyclo[5.3.1]undecan-9-yl]pyrimidine-4-carboxamide